tert-butyl N-[(1S,2R)-2-[[5-[[1-[2-[2-[2-(2-aminoethoxy)ethoxy]ethoxy]ethyl]indol-4-yl]amino]-4-oxo-3H-pyrido[4,3-d]pyrimidin-7-yl]amino]cyclohexyl]carbamate NCCOCCOCCOCCN1C=CC2=C(C=CC=C12)NC1=NC(=CC=2N=CNC(C21)=O)N[C@H]2[C@H](CCCC2)NC(OC(C)(C)C)=O